CC=1C(=NC=C(C1)NC(C(=O)N1[C@H](CC[C@@H](C1)C)C1=CC=C(C=C1)C(F)(F)F)=O)NC(OC(C)(C)C)=O tert-Butyl N-[3-methyl-5-[[2-[(2R,5S)-5-methyl-2-[4-(trifluoromethyl)phenyl]-1-piperidyl]-2-oxo-acetyl]amino]-2-pyridyl]carbamate